C(C)(=O)C1=CN(C2=CC=C(C=C12)C=1C=NC=2N(C1)N=CC2)CC(=O)N2[C@@H](C[C@H](C2)F)C(=O)NC2=C(C(=CC=C2)OC(F)(F)F)F (2S,4R)-1-(2-(3-acetyl-5-(pyrazolo[1,5-a]pyrimidin-6-yl)-1H-indol-1-yl)acetyl)-4-fluoro-N-(2-fluoro-3-(trifluoromethoxy)phenyl)pyrrolidine-2-carboxamide